N-(3,5-dichloro-4-((1-(3,4-difluorobenzyl)-6-oxo-1H-pyridin-3-yl)oxy)phenyl)-5-oxo-4H-1,2,4-oxadiazole-3-carboxamide ClC=1C=C(C=C(C1OC1=CN(C(C=C1)=O)CC1=CC(=C(C=C1)F)F)Cl)NC(=O)C1=NOC(N1)=O